Cl.N=1SC(=C2C1C=CC=C2)N2CCC(CC2)N (benzo[c]isothiazol-3-yl)piperidin-4-amine hydrochloride salt